1,2-diphenyl-2-aminoethanol C1(=CC=CC=C1)C(C(N)C1=CC=CC=C1)O